C(C)(C)(C)N1CCN(CC1)C1=NC=CC(=N1)NC1=CC=C(C=C1)C#C tert-butyl-4-(4-((4-ethynylphenyl)amino)pyrimidin-2-yl)piperazine